C(C)N(C1=CC(=C(C(=O)C2=C(C(=O)OCCNC(C(=C(C3=CC=CC=C3)C3=CC=CC=C3)C#N)=O)C=CC=C2)C=C1)O)CC 2-[(2-cyano-3,3-diphenyl-prop-2-enoyl)amino]ethyl 2-[4-(diethylamino)-2-hydroxy-benzoyl]benzoate